OC(CC=C(C(=O)O)C)CC.C(C(=C)C)(=O)OCC(CC)O 2-hydroxy-butyl methacrylate (2-hydroxy-butyl methacrylate)